Ethyl 2-(2,6-dimethyl-4-(1-(5-oxo-4-(4-(trifluoromethyl) phenyl)-4,5-dihydro-1H-1,2,4-triazol-1-yl) ethyl) phenoxy)-2-methylpropionate CC1=C(OC(C(=O)OCC)(C)C)C(=CC(=C1)C(C)N1N=CN(C1=O)C1=CC=C(C=C1)C(F)(F)F)C